FC(S(=O)(=O)OC1=NC2=CC=C(C=C2N=C1)N1CCN(CC1)C(=O)OC(C)(C)C)(F)F tert-butyl 4-[2-(trifluoromethanesulfonyloxy)quinoxalin-6-yl]piperazine-1-carboxylate